FC1(CCN(CC1)C(=O)C1=CC=2C3C(CN(C2N=C1)C=1C=C2C(=NC1)C(N(C2)C)=O)C3)F 3-(6-(4,4-difluoropiperidine-1-carbonyl)-1,1a,2,7b-tetrahydro-3H-cyclopropa[c][1,8]naphthyridin-3-yl)-6-methyl-5,6-dihydro-7H-pyrrolo[3,4-b]pyridin-7-one